O1C2=C(OCC1)C=C(C=C2)C2=C1C=CN(C1=CC=C2)C=2C=C1C(=NN(C1=CC2)CCNC[C@@H]2CCC(N2)=O)C (S)-5-(((2-(5-(4-(2,3-dihydrobenzo[b][1,4]dioxin-6-yl)-1H-indol-1-yl)-3-methyl-1H-indazol-1-yl)ethyl)amino)methyl)pyrrolidin-2-one